C(#N)C=1C=C(C2=C(N(C=N2)C(=O)NCCC(C)C)C1)N1CCN(CC1)C 6-Cyano-N-iso-pentyl-4-(4-methylpiperazin-1-yl)-1H-benzo[d]imidazole-1-carboxamide